COC1=CC=C(C=C1)CC(=O)N1C[C@@H](CC[C@@H]1C)C(=O)OC methyl (3R,6S)-1-(2-(4-methoxyphenyl) acetyl)-6-methylpiperidine-3-carboxylate